ClC1=CC=C(C=C1)C(CN(C)C)NS(=O)(=O)C1=CC=C(C=C1)OC1=CC=CC=C1 N-(1-(4-chlorophenyl)-2-(dimethylamino)ethyl)-4-phenoxybenzenesulfonamide